3-(allyloxy)-3,7-dimethyloct-1,6-diene C(C=C)OC(C=C)(CCC=C(C)C)C